ClCC1=CC(=CC=2C=CSC21)[C@@H](CC(=O)OCC)C=2C(=C1C(=NC2)N(N=N1)C)C Ethyl (3R)-3-[7-(chloromethyl)-1-benzothiophen-5-yl]-3-(3,7-dimethyl-3H-[1,2,3]triazolo[4,5-b]pyridin-6-yl)propanoate